2,2'-seleno-bis(N-(2-methoxyphenyl)acetamide) [Se](CC(=O)NC1=C(C=CC=C1)OC)CC(=O)NC1=C(C=CC=C1)OC